3-chloro-2-(2-(2,4-dimethyloxazol-5-yl)phenyl)-N-((3R,3aR,6R,6aR)-6-hydroxyhexahydrofuro[3,2-b]furan-3-yl)imidazo[1,2-a]pyridine-7-carboxamide ClC1=C(N=C2N1C=CC(=C2)C(=O)N[C@H]2[C@@H]1[C@H](OC2)[C@@H](CO1)O)C1=C(C=CC=C1)C1=C(N=C(O1)C)C